C1(CC1)COC=1C(=C(N)C=CC1C=1CCN(CC1)CC)[N+](=O)[O-] 3-(cyclopropylmethoxy)-4-(1-ethyl-1,2,3,6-tetrahydropyridine-4-yl)-2-nitroaniline